N-(5-(2-(8-oxa-2-azaspiro[4.5]decan-2-yl)acetamido)-2-methylpyridin-3-yl)-2-(1-methyl-1H-pyrazol-4-yl)-1H-pyrrolo[2,3-b]pyridine-5-carboxamide C1N(CCC12CCOCC2)CC(=O)NC=2C=C(C(=NC2)C)NC(=O)C=2C=C1C(=NC2)NC(=C1)C=1C=NN(C1)C